2-(6-bromopyridin-2-yl)-6-phenyl-2,4,5,6-Tetrahydrocyclopenta[c]pyrazole BrC1=CC=CC(=N1)N1N=C2C(=C1)CCC2C2=CC=CC=C2